BrC1=CC=C(C=C1)C(=O)N1CC(CC1)(F)F (4-bromophenyl)-(3,3-difluoropyrrolidin-1-yl)methanone